prop-2-enylprop-2-en-1-amine C(C=C)C(C=C)N